methyl 1-[7-difluoromethyl-6-(1-methyl-1H-pyrazol-4-yl)-3,4-dihydro-2H-quinolin-1-yl]-6-(tetrahydrofuran-2-yl)-isoquinoline-3-carboxylate FC(C1=C(C=C2CCCN(C2=C1)C1=NC(=CC2=CC(=CC=C12)C1OCCC1)C(=O)OC)C=1C=NN(C1)C)F